tert-butyl 2-[4-{5-chloro-2-[5-(difluoromethyl)-1,3,4-oxadiazol-2-yl] phenyl}-5-methoxy-2-oxopyridin-1(2H)-yl]-4-methoxybutyrate ClC=1C=CC(=C(C1)C1=CC(N(C=C1OC)C(C(=O)OC(C)(C)C)CCOC)=O)C=1OC(=NN1)C(F)F